(Z)-N-(2-(diethylamino)ethyl)-2-methyl-6-(2-oxo-5-(trifluoromethyl)indolin-3-ylidene)-1,4,5,6-tetrahydrocyclopenta[b]pyrrole-3-carboxamide C(C)N(CCNC(=O)C=1C2=C(NC1C)\C(\CC2)=C\2/C(NC1=CC=C(C=C21)C(F)(F)F)=O)CC